1-(4-(6-chloro-8-fluoro-7-(2-hydroxy-naphthalen-1-yl)quinazolin-4-yl)piperazin-1-yl)prop-2-en-1-one ClC=1C=C2C(=NC=NC2=C(C1C1=C(C=CC2=CC=CC=C12)O)F)N1CCN(CC1)C(C=C)=O